6-(4-((4-(1H-pyrazol-4-yl)phenyl)amino)-5-methoxy-pyrimidin-2-yl)-N-methyl-N-(2,2,2-trifluoro-ethyl)-1H-indole-2-carboxamide N1N=CC(=C1)C1=CC=C(C=C1)NC1=NC(=NC=C1OC)C1=CC=C2C=C(NC2=C1)C(=O)N(CC(F)(F)F)C